4,5-dichloro-2-[1-[1-(3-cyclopropyl-1,2,4-oxadiazol-5-yl)propyl]-4-piperidyl]pyridazin-3-one ClC=1C(N(N=CC1Cl)C1CCN(CC1)C(CC)C1=NC(=NO1)C1CC1)=O